(5-(3-amino-2-methoxyphenyl)pyrazin-2-yl)propan-2-ol NC=1C(=C(C=CC1)C=1N=CC(=NC1)CC(C)O)OC